CCN\\1C2=CC=CC=C2O/C1=C/C=C/C=C/C=C/C3=[N+](C4=CC=CC=C4O3)CC.[I-] The molecule is a C7 cyanine dye having 3-ethyl-1,3-benzoxazol-2(3H)-yl units at each end. It has a role as a fluorochrome. It is a cyanine dye, an organic iodide salt and a member of 1,3-benzoxazoles. It contains a C7-oxacyanine cation.